CC=1C=C2C(C=C(OC2=C(C1)C(C)NC1=C(C(=O)O)C=CC=C1)C1=CC=2C(C=N1)=NN(C2)C)=O 2-((1-(6-methyl-2-(2-methyl-2H-pyrazolo[3,4-c]pyridin-5-yl)-4-oxo-4H-chromen-8-yl)ethyl)amino)benzoic acid